COC1=NNC(=C1C1=NC2=CC(=CN=C2C=C1)C=1C=NC=CC1)C1=NC(=CC=C1)C 2-[3-methoxy-5-(6-methyl-2-pyridyl)-1H-pyrazol-4-yl]-7-(3-pyridyl)-1,5-naphthyridine